(5Z,8Z,10S*)-10-Hydroxy-10-{(1R*,2R*)-2-[(2Z)-oct-2-en-1-yl]cyclopropyl}deca-5,8-dienoic acid O[C@@H](\C=C/C\C=C/CCCC(=O)O)[C@H]1[C@@H](C1)C\C=C/CCCCC |o1:1,13,14|